ClC=1C(=C(C=CC1)N(C1=NC=NC2=CC(=C(C=C12)NC1CCN(CC1)C(=O)OCC1=CC=CC=C1)OC)CC1=CC(=C(C=C1)OC)OC)F benzyl 4-((4-((3-chloro-2-fluorophenyl)(3,4-dimethoxybenzyl)amino)-7-methoxyquinazolin-6-yl)amino)piperidine-1-carboxylate